4'-biphenylphthalic anhydride C1(=CC=CC=C1)C1=CC=C(C=C1)C=1C=CC=C2C1C(=O)OC2=O